C(C)(C)(C)C1=CC=C(C=C1)[S+](C1=CC=C(C=C1)C(C)(C)C)C1=CC=C(C=C1)C(C)(C)C tris(4-(tert-butyl)phenyl)sulfonium